chloro(pyridin-3-yl)methyl propionate C(CC)(=O)OC(C=1C=NC=CC1)Cl